(2S)-1,7,10-tribenzyl-2-[4-(2-ethoxyethoxy)benzyl]-4-(4-methoxybenzyl)-1,4,7,10-tetraazacyclododecane C(C1=CC=CC=C1)N1[C@H](CN(CCN(CCN(CC1)CC1=CC=CC=C1)CC1=CC=CC=C1)CC1=CC=C(C=C1)OC)CC1=CC=C(C=C1)OCCOCC